FC1=C(C=C(C=C1)NC(=O)C1=C(N(C(=C1C)C(C(=O)NC(C)(CCO)C)=O)C)C)C N-(4-fluoro-3-methylphenyl)-5-(2-((4-hydroxy-2-methylbutan-2-yl)amino)-2-oxoacetyl)-1,2,4-trimethyl-1H-pyrrole-3-carboxamide